C(C)(C)OC([C@@H](N)CC1=CC(=CC=C1)F)=O 3-fluoro-L-phenylalanine isopropyl ester